6-(4-fluorophenyl)-4-methylpyridazine-3-carbonitrile FC1=CC=C(C=C1)C1=CC(=C(N=N1)C#N)C